C(=O)O.FC=1C(=NC=C(C1C)C(F)(F)F)N 3-fluoro-4-methyl-5-(trifluoromethyl)pyridin-2-amine formate